(aminomethyl)-2-(cyanomethyl)-N,N-dimethyl-pyrazole-3-carboxamide NCC1=C(N(N=C1)CC#N)C(=O)N(C)C